Ethyl (R)-4-(2-((tert-butoxycarbonyl)amino)propanamido)benzoate C(C)(C)(C)OC(=O)N[C@@H](C(=O)NC1=CC=C(C(=O)OCC)C=C1)C